C1(=CC=CC=C1)COC(NC1CN(CC1(F)F)C1=NC(=CC(=C1)I)N1CCOCC1)=O N-{4,4-difluoro-1-[4-iodo-6-(morpholin-4-yl)pyridin-2-yl]Pyrrolidin-3-yl}carbamic acid phenylmethyl ester